N-{(2S,3R)-4,4-difluoro-1-({2S}-oxetane-2-carbonyl)-2-[(2,2',3'-trifluoro[1,1'-biphenyl]-3-yl)methyl]pyrrolidin-3-yl}methanesulfonamide FC1([C@@H]([C@@H](N(C1)C(=O)[C@H]1OCC1)CC=1C(=C(C=CC1)C1=C(C(=CC=C1)F)F)F)NS(=O)(=O)C)F